2-([1,4]Dioxan-2-ylmethoxy)-9-(3-phenylamino-prop-1-ynyl)-6,7-dihydro-pyrimido[6,1-a]isoquinolin-4-one O1C(COCC1)COC1=NC(N2C(C3=CC=C(C=C3CC2)C#CCNC2=CC=CC=C2)=C1)=O